O=C1NC(CCC1NC=1C=C(C(=NC1)N1CCC(CC1)CC(=O)O)F)=O 2-[1-[5-[(2,6-dioxo-3-piperidyl)amino]-3-fluoro-2-pyridyl]-4-piperidyl]acetic acid